CN(S(=O)(=O)NC(CC1N(C(CC1)=O)CC1=CC(=CC=C1)F)=O)C N-(dimethylsulfamoyl)-2-[1-[(3-fluorophenyl)methyl]-5-oxopyrrolidin-2-yl]acetamid